ethyl (S)-2-(3-aminoprop-1-yn-1-yl)-4-(4-(2-(4-(4-chlorophenyl)-2,3,9-trimethyl-6H-thieno[3,2-f][1,2,4]triazolo[4,3-a][1,4]diazepin-6-yl)acetamido)butanamido)benzoate hydrochloride Cl.NCC#CC1=C(C(=O)OCC)C=CC(=C1)NC(CCCNC(C[C@H]1C=2N(C3=C(C(=N1)C1=CC=C(C=C1)Cl)C(=C(S3)C)C)C(=NN2)C)=O)=O